Trifluoroacetic acid potassium salt [K+].FC(C(=O)[O-])(F)F